COC(C1=CN=C(C(=C1)Br)NCC1=NNC=C1)=O 6-(((1H-pyrazol-3-yl)methyl)amino)-5-bromonicotinic acid methyl ester